CN1N=CC=2C1=CN=CC2C2=CC=C(C=C2)N2C(N(C1=C2C=CC=C1)CC(=O)NC(C(F)(F)F)C)=O 2-[3-[4-(1-methylpyrazolo[3,4-c]pyridin-4-yl)phenyl]-2-oxobenzimidazol-1-yl]-N-(2,2,2-trifluoro-1-methylethyl)acetamide